N5-((1R,2R)-2-(methoxymethyl)cyclopropyl)-N7,3-dimethyl-3-phenyl-2,3-dihydrobenzofuran-5,7-dicarboxamide COC[C@H]1[C@@H](C1)NC(=O)C=1C=C(C2=C(C(CO2)(C2=CC=CC=C2)C)C1)C(=O)NC